ClN1NC(=CC(=N1)Cl)C1=CC=CC=C1 2,4-bis-chloro-6-phenyltriazine